(S)-4-(4-bromo-2-fluorophenyl)-3-(hydroxymethyl)piperazine-1-carboxylic acid tert-butyl ester C(C)(C)(C)OC(=O)N1C[C@H](N(CC1)C1=C(C=C(C=C1)Br)F)CO